ClC1=NC=CC2=C1C(=NN2CC)I 4-Chloro-1-ethyl-3-iodo-1H-pyrazolo[4,3-c]pyridine